3-(1-oxo-5-((piperazin-1-yl-2,2,3,3,5,5,6,6-d8)methyl)isoindolin-2-yl)piperidine-2,6-dione O=C1N(CC2=CC(=CC=C12)CN1C(C(NC(C1([2H])[2H])([2H])[2H])([2H])[2H])([2H])[2H])C1C(NC(CC1)=O)=O